N-[3-chloro-4-(4-isonipecotoylpiperazine-1-carbonyl)phenyl]-5-[1-(2-methoxy-4-pyridyl)-3-(trifluoromethyl)pyrazol-4-yl]-1-methyl-imidazole-2-carboxamide ClC=1C=C(C=CC1C(=O)N1CCN(CC1)C(C1CCNCC1)=O)NC(=O)C=1N(C(=CN1)C=1C(=NN(C1)C1=CC(=NC=C1)OC)C(F)(F)F)C